3'-(4-phenyl-6-(3-(spiro[dibenzo[b,d]silole-5,10'-dibenzo[b,e][1,4]oxasilin]-2'-yl)phenyl)-1,3,5-triazin-2-yl)-[1,1'-biphenyl]-4-carbonitrile C1(=CC=CC=C1)C1=NC(=NC(=N1)C1=CC(=CC=C1)C1=CC2=C(OC3=C([Si]24C2=C(C5=C4C=CC=C5)C=CC=C2)C=CC=C3)C=C1)C=1C=C(C=CC1)C1=CC=C(C=C1)C#N